2-4-n-octoxybenzophenone CCCC(CCCC)OC1=C(C(=O)C2=CC=CC=C2)C=CC=C1